1-[1-(cyanomethyl)cyclohexyl]-3-(cyclopropanecarbonylamino)pyrazole-4-carboxamide C(#N)CC1(CCCCC1)N1N=C(C(=C1)C(=O)N)NC(=O)C1CC1